COC1=CC=C(C=2SC(=CC21)C(=O)N(C2CCN(CC2)C2=NC=CC=C2)CCC2OC2)C2=CN(C(C=C2)=O)C 4-methoxy-7-(1-methyl-6-oxo-1,6-dihydropyridin-3-yl)-N-(2-(oxiran-2-yl)ethyl)-N-(1-(pyridin-2-yl)piperidin-4-yl)benzo[b]thiophene-2-carboxamide